5-(methylamino)-6-(3-methylimidazo[4,5-c]pyridin-7-yl)-3-(3-methyl-4-morpholino-anilino)pyrazine-2-carboxamide CNC=1N=C(C(=NC1C=1C2=C(C=NC1)N(C=N2)C)C(=O)N)NC2=CC(=C(C=C2)N2CCOCC2)C